1-propenylpiperidine C(=CC)N1CCCCC1